diisopropyl 1,3-propanedisulfonate C(CCS(=O)(=O)OC(C)C)S(=O)(=O)OC(C)C